(4-(3-methoxyoxetan-3-yl)phenyl)(4-(4-(methylthio)phenyl)piperidin-1-yl)methanone iron hydrogencarbonate C(O)([O-])=O.[Fe+2].COC1(COC1)C1=CC=C(C=C1)C(=O)N1CCC(CC1)C1=CC=C(C=C1)SC.C(O)([O-])=O